tert-butyl 3-((((2S,3R,4R,5R)-2,3,4,5,6-pentahydroxyhexyl)amino)methyl)azetidine-1-carboxylate O[C@@H](CNCC1CN(C1)C(=O)OC(C)(C)C)[C@H]([C@@H]([C@@H](CO)O)O)O